BrC=1C=C(C(=O)O)C=CN1 2-Bromoisonicotinic acid